1-(4-Fluoro-2-methylphenyl)-3-(6-methoxy-2-methylpyridin-3-yl)-4-oxo-7-(trifluoromethoxy)1,2,3,4-tetrahydroquinazoline-6-carbonitrile FC1=CC(=C(C=C1)N1CN(C(C2=CC(=C(C=C12)OC(F)(F)F)C#N)=O)C=1C(=NC(=CC1)OC)C)C